C(C)ON=C1C2=C(N=C(N1)[C@H]1O[C@@H]([C@H]([C@H]1O)O)[C@H](O)C1=CC=3CCC3C=C1)NC=C2 ((2R,3R,4S,5R)-5-((R)-bicyclo[4.2.0]oct-1(6),2,4-trien-3-yl-(hydroxy)methyl)-3,4-dihydroxytetrahydrofuran-2-yl)-3,7-dihydro-4H-pyrrolo[2,3-d]pyrimidin-4-one O-ethyloxime